ClC1=NC=C(C(=N1)C1=CC2=C(N(C=N2)CC(F)(F)F)C=C1)Cl 5-(2,5-dichloropyrimidin-4-yl)-1-(2,2,2-trifluoroethyl)-1H-benzo[d]imidazole